methyl (2S,4R)-1-(4-(benzyloxy)-5-methoxy-2-nitrobenzoyl)-4-hydroxypyrrolidine-2-carboxylate C(C1=CC=CC=C1)OC1=CC(=C(C(=O)N2[C@@H](C[C@H](C2)O)C(=O)OC)C=C1OC)[N+](=O)[O-]